(R)-1-(3-(4-(3,5-dimethylisoxazol-4-yl)-5-methyl-6-(5H-pyrrolo[3,4-d]pyrimidin-6(7H)-yl)pyrimidin-2-yl)-4-(trifluoromethyl)phenoxy)-3-(methyl-amino)propan-2-ol CC1=NOC(=C1C1=NC(=NC(=C1C)N1CC=2N=CN=CC2C1)C=1C=C(OC[C@@H](CNC)O)C=CC1C(F)(F)F)C